2-[2-Fluoro-4-(1-hydroxyethyl)phenyl]-N-[(3S)-2-oxo-5-phenyl-1,3-dihydro-1,4-benzodiazepin-3-yl]pyrazolo[1,5-a]pyrimidine-3-carboxamide FC1=C(C=CC(=C1)C(C)O)C1=NN2C(N=CC=C2)=C1C(=O)N[C@@H]1C(NC2=C(C(=N1)C1=CC=CC=C1)C=CC=C2)=O